2-chloro-thiazol ClC=1SC=CN1